C(C)(C)(C)SC=1C(=C(N)C=CC1)Cl 3-(tert-butylsulfanyl)-2-chloro-aniline